Methyl-4-(5-hydroxypyridin-3-yl)naphthalene CC1=CC=C(C2=CC=CC=C12)C=1C=NC=C(C1)O